tert-Butyl rac-(2R,5S)-5-methyl-2-[4-(4,4,5,5-tetramethyl-1,3,2-dioxaborolan-2-yl)phenyl]piperidine-1-carboxylate C[C@H]1CC[C@@H](N(C1)C(=O)OC(C)(C)C)C1=CC=C(C=C1)B1OC(C(O1)(C)C)(C)C |r|